4,4'-Bis(9-ethyl-3-carbazolylvinyl)-1,1'-biphenyl C(C)N1C2=CC=CC=C2C=2C=C(C=CC12)C=CC1=CC=C(C=C1)C1=CC=C(C=C1)C=CC=1C=CC=2N(C3=CC=CC=C3C2C1)CC